CC=1C=C2C(C=C(OC2=C(C1)[C@@H](C)NC(OC(C)(C)C)=O)C1=CC=CC=C1)=O tert-Butyl N-[(1R)-1-(6-methyl-4-oxo-2-phenyl-chromen-8-yl)ethyl]carbamate